CC(C=CCCCC)=O 3-octen-2-one